N-[(6-Butoxy-2-pyridyl)sulfonyl]-2-(2,2,4-trimethylpyrrolidin-1-yl)pyridin-3-carboxamid C(CCC)OC1=CC=CC(=N1)S(=O)(=O)NC(=O)C=1C(=NC=CC1)N1C(CC(C1)C)(C)C